tert-butyl N-[(1S,3S)-3-[(7-fluoro-[1,2,4]triazolo[1,5-a]pyridin-2-yl)amino]cyclopentyl]carbamate FC1=CC=2N(C=C1)N=C(N2)N[C@@H]2C[C@H](CC2)NC(OC(C)(C)C)=O